5,7-Dimethoxy-2-(7-methylbenzofuran-5-yl)-3H-quinazolin-4-one COC1=C2C(NC(=NC2=CC(=C1)OC)C=1C=C(C2=C(C=CO2)C1)C)=O